C(#N)C1=CC=C(C=C1)S(=O)(=O)NC1=C(C(=O)Cl)C=CC(=C1)C(F)(F)F 2-((4-Cyanophenyl)sulfonylamino)-4-(trifluoromethyl)benzoyl chloride